C(C)(C)C=1C(=NNC1C=1C=C(C=2N(C1)N=CN2)C)C=2N=CC1=C(N2)CCN(C1)C1COC1 2-(4-isopropyl-5-(8-methyl-[1,2,4]triazolo[1,5-a]pyridin-6-yl)-1H-pyrazol-3-yl)-6-(oxetan-3-yl)-5,6,7,8-tetrahydropyrido[4,3-d]pyrimidine